FC=1C=C2C=3C(=NNC(C3C1)=O)C(C(N2)C2=CC=C(C=C2)F)N2N=C(N=C2C)N 5-fluoro-8-(4-fluorophenyl)-9-(5-methyl-3-amino-1H-1,2,4-triazol-1-yl)-8,9-dihydro-2H-pyrido[4,3,2-de]phthalazin-3(7H)-one